C(C)OC(C1=CC(=C(C(=C1)F)Br)F)=O 4-bromo-3,5-difluorobenzoic acid ethyl ester